butyl 4-{2-methyl-7-[(2-methylindazol-6-yl)carbamoyl]-1-benzofuran-4-yl}piperazine-1-carboxylate CC=1OC2=C(C1)C(=CC=C2C(NC=2C=CC1=CN(N=C1C2)C)=O)N2CCN(CC2)C(=O)OCCCC